ethyl-tert-butyl ether C(C)OC(C)(C)C